allyl-methoxydimethylsilane C(C=C)[Si](C)(C)OC